benzyl (3R,4R)-3-((tert-butoxycarbonyl) amino)-4-hydroxypiperidin-1-carboxylate C(C)(C)(C)OC(=O)N[C@@H]1CN(CC[C@H]1O)C(=O)OCC1=CC=CC=C1